1-(but-2-en-2-yl)-4-methoxybenzene CC(=CC)C1=CC=C(C=C1)OC